ClC1=C(C(=O)N2COC3=C(C2)C=CC=C3C3=CC(=C(C(=O)O)C=C3F)N3C2COCC3CC2)C(=CC(=C1)N1CCN(CC1)CC)Cl 4-[3-[2,6-Dichloro-4-(4-ethylpiperazin-1-yl)benzoyl]-2,4-dihydro-1,3-benzoxazin-8-yl]-5-fluoro-2-(3-oxa-8-azabicyclo[3.2.1]octan-8-yl)benzoic acid